C[Si](CCOCN1C=CC=2C1=NC=CC2OC=2C=CC(=NC2)N)(C)C 5-((1-((2-(trimethyl-silyl)ethoxy)methyl)-1H-pyrrolo[2,3-b]pyridin-4-yl)oxy)pyridin-2-amine